3-(cyclopropylmethyl)-1,7-dimethyl-8-(methylsulfanyl)-1H-purine-2,6(3H,7H)-dione C1(CC1)CN1C(N(C(C=2N(C(=NC12)SC)C)=O)C)=O